(4-amino-1,3-dihydrofuro[3,4-c][1,7]naphthyridin-8-yl)((3S)-3-(4-fluoro-3-(trifluoromethyl)phenyl)-4-morpholinyl)methanone NC1=NC=2C=NC(=CC2C2=C1COC2)C(=O)N2[C@H](COCC2)C2=CC(=C(C=C2)F)C(F)(F)F